O1CCC(CC1)NC1=NC=C2N=C(N(C2=N1)C1CCC(CC1)C(=O)N)NC1=C(C=C(C(=C1)Cl)Cl)Cl (1s,4s)-4-(2-(tetrahydro-2H-pyran-4-ylamino)-8-(2,4,5-trichlorophenylamino)-9H-purin-9-yl)cyclohexanecarboxamide